6-chloro-2-ethyl-4-vinylisoindoline ClC1=CC(=C2CN(CC2=C1)CC)C=C